FC=1C=C(C=CC1C(NC)=O)N1CCN(CC1)C(=O)OC(C)(C)C tert-butyl 4-[3-fluoro-4-(methylcarbamoyl)phenyl]piperazine-1-carboxylate